ethyl 3-[3-(pyridin-2-yl) phenyl]-4,5-dihydro-1,2-oxazole-5-carboxylate N1=C(C=CC=C1)C=1C=C(C=CC1)C1=NOC(C1)C(=O)OCC